C(C)N(C(=O)[C@H]1CN([C@@H]2CC=3C4=C(C2=C1)C=CC=C4NC3)C([2H])([2H])C3=CC(=CC=C3)OC)CC (6aR,9R)-N,N-diethyl-7-((3-methoxyphenyl)methyl-d2)-4,6,6a,7,8,9-hexahydroindolo[4,3-fg]quinoline-9-carboxamide